(2-Methylcarbamoylthiophen-3-yl)-carbamic acid tert-butyl ester C(C)(C)(C)OC(NC1=C(SC=C1)C(NC)=O)=O